Tert-Butyl 6-(2-amino-2-imino-ethyl)-2-azaspiro[3.3]heptane-2-carboxylate NC(CC1CC2(CN(C2)C(=O)OC(C)(C)C)C1)=N